FC1(C[C@@H]2N(C[C@@H](N(C2)C2CCN(CC2)C(=O)OC(C)(C)C)CC2=CC=C(C=C2)C(F)(F)F)C1)F tert-butyl 4-((3S,8aS)-7,7-difluoro-3-(4-(trifluoromethyl)benzyl)hexahydro-pyrrolo[1,2-a]pyrazin-2(1H)-yl)piperidine-1-carboxylate